O[C@@H]1C[C@H]2[C@@H]3CC[C@@H]([C@@]3(C)C[C@H]([C@@H]2[C@]2(CCC(C=C12)=O)C)O)O 6β,11α,17β-trihydroxyandrost-4-en-3-one